N-(6-(Isopropylsulfonyl)chinolin-4-yl)benzo[d]thiazol-5-amin C(C)(C)S(=O)(=O)C=1C=C2C(=CC=NC2=CC1)NC=1C=CC2=C(N=CS2)C1